ethyl 4-(4-(5-bromo-1-tosyl-1H-pyrrolo[2,3-b]pyridin-3-yl)-3-(trifluoromethyl)-1H-pyrazol-1-yl)butanoate BrC=1C=C2C(=NC1)N(C=C2C=2C(=NN(C2)CCCC(=O)OCC)C(F)(F)F)S(=O)(=O)C2=CC=C(C)C=C2